COC(=O)C1C[C@@](C2=C1C=NC=1N2N=C(C1)F)(C1=NNC=C1)C (8S)-2-fluoro-8-methyl-8-(1H-pyrazol-3-yl)-7,8-dihydro-6H-cyclopenta[e]pyrazolo[1,5-a]pyrimidine-6-carboxylic acid methyl ester